(1R,2S,5S)-3-((S)-2-((tert-butyloxycarbonyl)amino)-3,3-dimethylbutanoyl)-6,6-dimethyl-3-azabicyclo[3.1.0]hexane-2-carboxylic acid C(C)(C)(C)OC(=O)N[C@H](C(=O)N1[C@@H]([C@H]2C([C@H]2C1)(C)C)C(=O)O)C(C)(C)C